N1C=NC2=C1C=CC(=C2)CCC(C(=O)O)(C)NNC(=O)OC(C)(C)C 4-(1,3-benzodiazol-5-yl)-2-(2-t-butoxycarbonylhydrazino)-2-methylbutanoic acid